5-(5-cyclobutyl-6-methoxy-pyridazin-3-yl)-1H-pyrimidine-2,4-dione C1(CCC1)C=1C=C(N=NC1OC)C=1C(NC(NC1)=O)=O